C(C1=C(C(=CC(=C1)CC)C)OCC(=O)N)C1=C(C(=CC(=C1)CC)C)OCC(=O)N 2,2'-((methylenebis(4-ethyl-6-methyl-2,1-phenylene))bis(oxy))diacetic amide